C(C)C=1C(NC=2C=C(C=NC2C1)CN1CC2=NN(C(=C2C1)C)C=1C=CC(=NC1)C(=O)NC)=O 5-(5-((7-ethyl-6-oxo-5,6-dihydro-1,5-naphthyridin-3-yl)methyl)-3-methyl-5,6-dihydropyrrolo[3,4-c]pyrazol-2(4H)-yl)-N-methylpyridinecarboxamide